6-(1-methyl-1H-pyrazol-4-yl)-N-(trans-4-(4-(methylsulfonyl)piperazin-1-yl)cyclohexyl)-9H-pyrimido[4,5-b]indol-4-amine CN1N=CC(=C1)C=1C=C2C3=C(NC2=CC1)N=CN=C3N[C@@H]3CC[C@H](CC3)N3CCN(CC3)S(=O)(=O)C